(R)-4-((1-(3-(difluoromethyl)-2-fluorophenyl)ethyl)amino)-6-(1-(fluoromethyl)cyclopropyl)-2-Methyl-8-(2,2,2-trifluoroethoxy)pyrido[4,3-d]pyrimidin-7(6H)-one FC(C=1C(=C(C=CC1)[C@@H](C)NC=1C=2C(N=C(N1)C)=C(C(N(C2)C2(CC2)CF)=O)OCC(F)(F)F)F)F